2,2-difluoro-7-azaspiro[3.5]nonane-7-carboxylate FC1(CC2(C1)CCN(CC2)C(=O)[O-])F